(+)-1-(4-bromophenyl)-3-[4-methyl-2,5-dioxo-4-(2-phenylethyl)imidazolidin-1-yl]urea BrC1=CC=C(C=C1)NC(=O)NN1C(NC(C1=O)(CCC1=CC=CC=C1)C)=O